OC1=CC(CC(C1)C1=CC=C(C=C1)OC)=O 5-hydroxy-4'-methoxy-1,6-dihydro-[1,1'-biphenyl]-3(2H)-one